C(C1=CC=CC=C1)OC(CCCCCNC(CN(CC(=O)O)CC(NCCO[C@H]1[C@@H](O)[C@H](O)[C@H](O)[C@@H](O1)C)=O)=O)=O N-(2-{[6-(benzyloxy)-6-oxohexyl]amino}-2-oxoethyl)-N-[2-oxo-2-({2-[(α-L-fucopyranosyl)oxy]ethyl}amino)ethyl]glycine